fluoro-5-(2-methyl-4-nitrophenoxy)pyridine FC1=NC=C(C=C1)OC1=C(C=C(C=C1)[N+](=O)[O-])C